(2S,4R)-4-((tert-butyldimethylsilyl)oxy)pentan-2-yl methanesulfonate CS(=O)(=O)O[C@@H](C)C[C@@H](C)O[Si](C)(C)C(C)(C)C